[6-(5-cyclopropyl-4H-1,2,4-triazol-3-yl)-2-azaspiro[3.3]heptan-2-yl]-[4-[[2-mesyl-4-(trifluoromethoxy)phenoxy]methyl]piperidino]methanone C1(CC1)C=1NC(=NN1)C1CC2(CN(C2)C(=O)N2CCC(CC2)COC2=C(C=C(C=C2)OC(F)(F)F)S(=O)(=O)C)C1